2-[3-chloro-4-[(2,6-dichloro-4-nitrophenyl)diazenyl]-N-(2-hydroxyethyl)anilino]Ethanol ClC=1C=C(N(CCO)CCO)C=CC1N=NC1=C(C=C(C=C1Cl)[N+](=O)[O-])Cl